OCC(CNC(=O)NC=1SC=C(N1)C(C)(C)C1=CC=C(C=C1)OC)=O 1-(3-hydroxy-2-oxoprop-yl)-3-(4-(2-(4-methoxy-phenyl)propan-2-yl)thiazol-2-yl)urea